[Si](C)(C)(C(C)(C)C)OC[C@@]1(N(CCC1)C(=O)OC(C)(C)C)C(NC=1C=C2CC(CC2=C(C1)F)C(=O)OCC)=O tert-butyl (2R)-2-[[tert-butyl(dimethyl)silyl]oxymethyl]-2-[(2-ethoxycarbonyl-7-fluoro-indan-5-yl)carbamoyl]pyrrolidine-1-carboxylate